2-(4-((5-chloro-2-(3-methyl-3-(trifluoromethoxy)azetidin-1-yl)pyridin-4-yl)oxy)-3-fluorophenyl)-4-(2,6-difluorobenzyl)-2,4-dihydro-3H-1,2,4-triazol-3-one ClC=1C(=CC(=NC1)N1CC(C1)(OC(F)(F)F)C)OC1=C(C=C(C=C1)N1N=CN(C1=O)CC1=C(C=CC=C1F)F)F